2-(4-(diphenylamino)phenyl)benzofuran-6-carboxamide C1(=CC=CC=C1)N(C1=CC=C(C=C1)C=1OC2=C(C1)C=CC(=C2)C(=O)N)C2=CC=CC=C2